2-(4,4''-difluoro-[1,1':3',1''-terphenyl]-5'-yl)-2-methylpropanoic acid FC1=CC=C(C=C1)C1=CC(=CC(=C1)C(C(=O)O)(C)C)C1=CC=C(C=C1)F